N-((5-phenyl-1,3,4-thiadiazol-2-yl)methyl)-1-((tetrahydro-2H-pyran-2-yl)methyl)-1H-1,2,3-triazole-4-carboxamide C1(=CC=CC=C1)C1=NN=C(S1)CNC(=O)C=1N=NN(C1)CC1OCCCC1